C[C@H]1CN(C[C@@H](O1)C)C=1C=2N(C=C(C1)S(NC1(COC1)C)(=O)=O)C(=NC2)C(=O)N(CCOC)[C@@H]2[C@H](CCC2)O 8-((2S,6S)-2,6-dimethylmorpholinyl)-N-((1S,2S)-2-hydroxycyclopentyl)-N-(2-methoxyethyl)-6-(N-(3-methyloxetan-3-yl)sulfamoyl)imidazo[1,5-a]pyridine-3-carboxamide